N-[(4S,5S)-7-ethyl-4-(4-fluorophenyl)-3-methyl-6-oxo-1-phenyl-1H,4H,5H,6H,7H-pyrazolo[3,4-b]pyridin-5-yl]-3-phenoxybenzamide C(C)N1C2=C([C@@H]([C@@H](C1=O)NC(C1=CC(=CC=C1)OC1=CC=CC=C1)=O)C1=CC=C(C=C1)F)C(=NN2C2=CC=CC=C2)C